C(C1=CC=CC=C1)SCCNS(=O)(=O)CCCC N-(2-benzylthioethyl)butanesulfonamide